FC1N(C2=C(C=CC=C2C12CCC2)[N+](=O)[O-])S(=O)(=O)C fluoro-1'-(methylsulfonyl)-7'-nitrospiro[cyclobutane-1,3'-indoline]